(1,3-difluoronaphthalen-2-yl)octahydropyrrolo[3,4-c]pyrrole FC1=C(C(=CC2=CC=CC=C12)F)C1NCC2C1CNC2